Phenyl-(S)-3-phenyl-3,4-dihydropyridine-1(2H)-carboxylate C1(=CC=CC=C1)OC(=O)N1C[C@@H](CC=C1)C1=CC=CC=C1